Benzyl 2-(1-methylcyclopropyl)acetate CC1(CC1)CC(=O)OCC1=CC=CC=C1